3-(tert-butyl)-1-cyclohexyl-1-(3-hydroxypropyl)thiourea C(C)(C)(C)NC(N(CCCO)C1CCCCC1)=S